CC1=CC=C(C=C1)NC2=CC=C(C=C2)NC3=CC=CC=C3C N,N'-Ditolyl-p-phenylenediamine